COC1=C(CNS(=O)(=O)C2CCNCC2)C=CC(=C1)OC N-(2,4-Dimethoxybenzyl)piperidine-4-sulfonamide